[Cr](=O)(=O)([O-])O[Cr](=O)(=O)[O-].[Li+].[Li+] Lithium dichromat